6,7-dihydroxy-5-(piperazin-1-yl)-2,3-dihydro-1,4-benzodioxine OC1=C(C2=C(OCCO2)C=C1O)N1CCNCC1